6-chloro-3-[[(1R)-1-[(7S)-14-fluoro-5,9-dioxa-2,11,18-triazatetracyclo[8.8.0.02,7.012,17]octadeca-1(18),10,12(17),13,15-pentaen-16-yl]ethyl]amino]-N-(2-oxoethyl)pyridine-2-carboxamide ClC1=CC=C(C(=N1)C(=O)NCC=O)N[C@H](C)C1=CC(=CC=2N=C3OC[C@@H]4COCCN4C3=NC12)F